(R)-6-(2-(3'-fluoro-[1,1'-biphenyl]-3-yl)-2-hydroxyacetyl)-2-(1-(3-isopropylphenyl)cyclopropyl)-5,6,7,8-tetrahydropyrido[4,3-d]pyrimidin-4(3H)-one FC=1C=C(C=CC1)C1=CC(=CC=C1)[C@H](C(=O)N1CC2=C(N=C(NC2=O)C2(CC2)C2=CC(=CC=C2)C(C)C)CC1)O